NC1=NC=2C=CC(=CC2C2=C1COC2)C(=O)N2[C@H](COCC2)C2=CC=C(C=C2)C(C(F)(F)F)(F)F (4-amino-1,3-dihydrofuro[3,4-c]quinolin-8-yl)((3S)-3-(4-(pentafluoroethyl)phenyl)-4-morpholinyl)methanone